4,4'-bis(2-(4-pyrimidinyl)ethenyl)-2,2'-bipyridine N1=CN=C(C=C1)C=CC1=CC(=NC=C1)C1=NC=CC(=C1)C=CC1=NC=NC=C1